ClCC=1NC(C2=C(N1)C(=CC=N2)C)=O 2-(chloromethyl)-8-methylpyrido[3,2-d]pyrimidin-4(3H)-one